NC1=C2C(=NC=N1)N(N=C2C=2NC1=CC(=CC=C1C2)C(=O)NC)C(C)(C)C 2-(4-amino-1-tert-butyl-pyrazolo[3,4-d]pyrimidin-3-yl)-N-methyl-1H-indole-6-carboxamide